C1C(CC12CCC2)NC(=O)NC(C)C2=CC(=CC=C2)OCC(F)(F)F 1-spiro[3.3]hept-2-yl-3-{1-[3-(2,2,2-trifluoro-ethoxy)-phenyl]-ethyl}-urea